trimethyl-ammonium tetrakis-(2,3,4,6-tetrafluorophenyl)borate FC1=C(C(=CC(=C1F)F)F)[B-](C1=C(C(=C(C=C1F)F)F)F)(C1=C(C(=C(C=C1F)F)F)F)C1=C(C(=C(C=C1F)F)F)F.C[NH+](C)C